6,7-dichloro-1,4-naphthoquinone ClC=1C=C2C(C=CC(C2=CC1Cl)=O)=O